[(2R,3S,11bR)-9,10-dimethoxy-3-(2-methylpropyl)-1H,2H,3H,4H,6H,7H,11bH-pyrido[2,1-a]isoquinolin-2-yl]methyl 4-aminobutanoate NCCCC(=O)OC[C@@H]1C[C@H]2N(CCC3=CC(=C(C=C23)OC)OC)C[C@H]1CC(C)C